C(C)(C)(C)C1=CC=C(C=C1)I 1-(tert-butyl)-4-iodobenzene